tert-butyl-(R)-2-formylmorpholine-4-carboxylate C(C)(C)(C)OC(=O)N1C[C@@H](OCC1)C=O